ClC=1C=C2C(=NC=NC2=C(C1C1=C(C=CC=C1O)F)F)N1C[C@@H](N([C@H](C1)C)C(C=C)=O)C 1-((2S,6S)-4-(6-chloro-8-fluoro-7-(2-fluoro-6-hydroxy-phenyl)quinazolin-4-yl)-2,6-dimethyl-piperazin-1-yl)prop-2-en-1-one